C1CC12NCCN(C2)C=2C=CC=1N(C(C=C(N1)C=1C=C(C=3N(N1)C=C(N3)C)C)=O)C2 7-(4,7-diazaspiro[2.5]octan-7-yl)-2-(2,8-dimethylimidazo[1,2-b]pyridazin-6-yl)-4H-pyrido[1,2-a]pyrimidin-4-one